[Cl-].[Cl-].C(C)(C)=[Zr+2](C1(C=CC=C1)C)C1C=CC=C1 isopropylidene(cyclopentadienyl)(methyl-cyclopentadienyl)zirconium dichloride